3-bromo-6-methyl-picolinonitrile BrC=1C(=NC(=CC1)C)C#N